2-(trifluoromethyl)isonicotinate FC(C=1C=C(C(=O)[O-])C=CN1)(F)F